(1S,2S,4S)-1-amino-2-(3-boronopropyl)-4-((dicyclobutylamino)methyl)cyclopentanecarboxylic acid N[C@@]1([C@H](C[C@@H](C1)CN(C1CCC1)C1CCC1)CCCB(O)O)C(=O)O